C(C)(C)(C)OC(=O)O[C@@H]1[C@H]([C@H](N(C1)C(=O)OC(C)(C)C)CC1=CC=C(C=C1)OC)OC(CC1=CC(=C(C=C1)F)Cl)=O tert-butyl (2R,3S,4S)-4-[(tert-butoxycarbonyl)oxy]-3-{[2-(3-chloro-4-fluorophenyl)acetyl]oxy}-2-[(4-methoxyphenyl)methyl]pyrrolidine-1-carboxylate